(S)-(1-(2-cyano-3-(3,5-difluorophenyl)-5-formylpyridin-4-yl) pyrrolidin-3-yl) carbamate C(N)(O[C@@H]1CN(CC1)C1=C(C(=NC=C1C=O)C#N)C1=CC(=CC(=C1)F)F)=O